(3-((6-(2-ethyl-5-fluoro-4-hydroxyphenyl)-1H-indazol-4-yl)oxy)cyclobutyl)-N-(2-methoxyethyl)but-2-enamide C(C)C1=C(C=C(C(=C1)O)F)C1=CC(=C2C=NNC2=C1)OC1CC(C1)C(C(=O)NCCOC)=CC